C(C)OC(=O)C1=CC(=NC2=CC=CN=C12)Cl chloro-1,5-naphthyridine-4-carboxylic acid ethyl ester